COC1=C(C=CC(=C1)OC)CN[C@H]1CN(CCC1)C(=O)OCC1C2=CC=CC=C2C=2C=CC=CC12 9H-fluoren-9-ylmethyl (3R)-3-[(2,4-dimethoxyphenyl)methylamino]piperidine-1-carboxylate